Xylitol Caprate OC(=O)CCCCCCCCC.C([C@H](O)[C@@H](O)[C@H](O)CO)O